4'-Cyclopropyl-5,6'-dimethoxy-N-(4-(5-methyl-3-(trifluoromethyl)-1H-pyrazol-1-yl)benzyl)-[2,5'-bipyrimidin]-4-amine C1(CC1)C1=NC=NC(=C1C1=NC=C(C(=N1)NCC1=CC=C(C=C1)N1N=C(C=C1C)C(F)(F)F)OC)OC